C(C)(C)(C)OC(=O)N1CC(C1)CN1N=C2C=CC(=CC2=C1)OCC(=O)OCC 3-((5-(2-ethoxy-2-oxoethoxy)-2H-indazol-2-yl)methyl)-azetidine-1-carboxylic acid tert-butyl ester